COC([C@H](CC1C(NC(C1)C)=O)NC(=O)OC(C)(C)C)=O (2S)-2-((tert-butyloxycarbonyl)amino)-3-(5-methyl-2-oxopyrrolidin-3-yl)propanoic acid methyl ester